C(C)(C)(C)C1=C(C=C(C=C1)N1C(C2=CC(=CC=C2C(C1C1=CC2=C(OCC(O2)C2CC2)C=C1)C(=O)[O-])F)=O)Cl 2-(4-(tert-butyl)-3-chlorophenyl)-3-(3-cyclopropyl-2,3-dihydrobenzo[b][1,4]dioxin-6-yl)-7-fluoro-1-oxo-1,2,3,4-tetrahydroisoquinoline-4-carboxylate